C1(CC1)C1=NN(C(=C1)C1CC1)CC(=O)[O-].[Li+] lithium 2-(3,5-dicyclopropylpyrazol-1-yl)acetate